C(#C)C=1C(=CC=C2C=C(C=C(C12)C1=C(C=2N=C(N=C(C2C=N1)N1CCOCC(C1)(O)C)OC[C@]12CCCN2C[C@@H](C1)F)F)O)F 4-(7-(8-ethynyl-7-fluoro-3-hydroxynaphthalen-1-yl)-8-fluoro-2-(((2R,7aS)-2-fluorotetrahydro-1H-pyrrolizin-7a(5H)-yl)methoxy)pyrido[4,3-d]pyrimidin-4-yl)-6-methyl-1,4-oxazepan-6-ol